(R)-3-(4-amino-6-ethynylpyrido[3,4-d]pyrimidin-8-yl)-2,4-dimethylphenol NC=1C2=C(N=CN1)C(=NC(=C2)C#C)C=2C(=C(C=CC2C)O)C